C(C)C1CCN(CC1)CC=1N(C=CN1)CC=1C=C(C=CC1C)CC(C(=O)O)(C)C 3-(3-((2-((4-ethylpiperidin-1-yl)methyl)-1H-imidazol-1-yl)methyl)-4-methylphenyl)-2,2-dimethylpropanoic acid